ClC=1C=C(CN2C(N(SC2=O)C2=CC=CC3=CC=CC=C23)=O)C=CC1Cl 4-(3,4-dichlorobenzyl)-2-(1-naphthyl)-1,2,4-thiadiazole-3,5-dione